5-benzyl-3-((3-methylisoxazole-4-carboxamido)methyl)-4,5-dihydroisoxazole C(C1=CC=CC=C1)C1CC(=NO1)CNC(=O)C=1C(=NOC1)C